4-Chlorophenyldiphenylsulfonium hexafluoroantimonate F[Sb-](F)(F)(F)(F)F.ClC1=CC=C(C=C1)[S+](C1=CC=CC=C1)C1=CC=CC=C1